butenoic acid tert-butyl ester C(C)(C)(C)OC(C=CC)=O